butyl 6-(3-cyclopropyl-1,2,4-triazol-1-yl)-2-azaspiro[3.3]heptane-2-carboxylate C1(CC1)C1=NN(C=N1)C1CC2(CN(C2)C(=O)OCCCC)C1